C(C)(C)(C)OC(=O)NCC1=CC=C(C=C1)NC(=O)C1=CC2=C(OCCC=3C2=CSC3)C=C1C=1C(=NC(=CC1)C(NCCC)=O)C(=O)OC methyl 3-(9-((4-(((tert-butoxycarbonyl)amino)methyl)phenyl)carbamoyl)-4,5-dihydrobenzo[b]thieno[3,4-d]oxepin-8-yl)-6-(propylcarbamoyl)picolinate